ClC1=C(CCC2(CN(CCC2)C2=CC(=C(C(=C2)F)S(=O)(=O)N(C2=NC=NC=C2)CC2=C(C=C(C=C2)OC)OC)F)N(C)C)C=C(C=C1)C(F)(F)F 4-(3-(2-Chloro-5-(trifluoromethyl)phenethyl)-3-(dimethylamino)piperidin-1-yl)-N-(2,4-dimethoxybenzyl)-2,6-difluoro-N-(pyrimidin-4-yl)benzenesulfonamide